6,N-diphenyl-benzo[b]naphtho[1,2-d]furan-8-amine C1(=CC=CC=C1)C1=CC=2C=CC=CC2C=2C=3C(OC21)=C(C=CC3)NC3=CC=CC=C3